CC\C=C/C\C=C/C\C=C/CCCCCCC (Z,Z,Z)-3,6,9-Heptadecatriene